ClC=1C=C(C=CC1Cl)N=O 3,4-dichloro-nitrosobenzene